C(CCCCCC)C1CCC(CC1)C1CCC(CC1)C1=CC=C(OC2=CC=C(C(=C2)N)N)C=C1 5-{4-[4-(4-heptylcyclohexyl)cyclohexyl]phenoxy}benzene-diamine